3-(3,4-difluoro-2-methoxyphenoxy)-N-{3-[imino(methyl)oxo-λ6-sulfanyl]phenyl}-5H,6H,7H-cyclopenta[c]pyridazine-4-carboxamide FC=1C(=C(OC2=C(C3=C(N=N2)CCC3)C(=O)NC3=CC(=CC=C3)S(=O)(C)=N)C=CC1F)OC